FC(C1=CC(=NC=C1)CC1CC2(CN(C2)C(=O)N2CC3(C2)NC(COC3)=O)C1)(F)F 2-[6-[[4-(trifluoromethyl)-2-pyridinyl]methyl]-2-azaspiro[3.3]heptane-2-carbonyl]-8-oxa-2,5-diazaspiro[3.5]nonan-6-one